C1(=C(C(=C(C(=C1[2H])[2H])C1=NC(=NC(=C1)Cl)C1=CC=CC=C1)[2H])[2H])C1=C(C(=C(C(=C1[2H])[2H])[2H])[2H])[2H] 4-([1,1'-biphenyl]-4-yl-d9)-6-chloro-2-phenylpyrimidine